N-(3-chloro-2-methylphenyl)-2-(methoxymethyl)-6-({[2-(trifluoromethyl)phenyl]carbonyl}amino)-1H-benzoimidazole-4-carboxamide hydrochloride Cl.ClC=1C(=C(C=CC1)NC(=O)C1=CC(=CC=2NC(=NC21)COC)NC(=O)C2=C(C=CC=C2)C(F)(F)F)C